BrCC1=CC(=CC=C1)CC 1-(bromomethyl)-3-ethylbenzene